CC1C(CC(CC1)N)N methyl-cyclohexane-2,4-diamine